ClC1=NC(=NC(=C1)C1=NN(C=C1CN1N=CC=C1)C)N 4-chloro-6-[1-methyl-4-(pyrazol-1-ylmethyl)pyrazol-3-yl]pyrimidin-2-amine